N,N-bis(tert-butylcarbonyl)-2-(prop-1-en-2-yl)aniline C(C)(C)(C)C(=O)N(C1=C(C=CC=C1)C(=C)C)C(=O)C(C)(C)C